BrC1=C(C=C(C(=C1)OC)Br)OC 1,4-Dibromo-2,5-dimethoxybenzene